N-((R)-1-oxo-1-(((R)-4-phenyl-1-(4,4,5,5-tetramethyl-1,3,2-dioxaborolan-2-yl)butyl)amino)-3-(pyridin-2-yloxy)propan-2-yl)pyrazine-2-carboxamide O=C([C@@H](COC1=NC=CC=C1)NC(=O)C1=NC=CN=C1)N[C@@H](CCCC1=CC=CC=C1)B1OC(C(O1)(C)C)(C)C